FC1([C@@H]([C@H](CCC1)N1CCN(CC1)C(C)C)NC(CC=1C=C(C=CC1)C1=CC(=CC(=C1)F)F)=O)F N-((1R,6S)-2,2-difluoro-6-(4-isopropylpiperazin-1-yl)cyclohexyl)-2-(3',5'-difluoro-[1,1'-biphenyl]-3-yl)acetamide